[Si](C)(C)(C(C)(C)C)O[C@H]1C[C@@H](NC1C)C(=O)OC methyl (2R,4S)-4-((tert-butyldimethylsilyl)oxy)-5-methylpyrrolidine-2-carboxylate